8'-(2,6-dioxopiperidin-3-yl)-3',4'-dihydro-7'H-spiro[piperidin-4,2'-pyrano[2,3-e]isoindole]-7',9'(8'H)-dione O=C1NC(CCC1N1C(C2=CC=C3C(=C2C1=O)OC1(CC3)CCNCC1)=O)=O